C(C1=CC=CC=C1)OC(=O)N1C[C@H]([C@@H](C1)CF)C(=O)O Trans-1-(benzyloxycarbonyl)-4-(fluoromethyl)pyrrolidine-3-carboxylic Acid